1-((1-acryloyl-3-fluoroazetidin-3-yl)methyl)-7-chloro-6-(2-fluoro-3-methylphenyl)-4-(2-isopropyl-4-methylpyridin-3-yl)-1,4-dihydropyrido[2,3-b]pyrazine C(C=C)(=O)N1CC(C1)(F)CN1C2=C(N(C=C1)C=1C(=NC=CC1C)C(C)C)N=C(C(=C2)Cl)C2=C(C(=CC=C2)C)F